6-(6-piperazin-1-yl-3-pyridyl)-4-(2-pyridylsulfanyl)pyrazolo[1,5-a]pyridine-3-carbonitrile N1(CCNCC1)C1=CC=C(C=N1)C=1C=C(C=2N(C1)N=CC2C#N)SC2=NC=CC=C2